C(C)O[SiH](CNCC1=CC=CC=C1)OCC Diethoxy(phenylmethylamino)methylsilane